(2-([2,2'-Bipyrimidin]-5-yl)cyclopropyl)-2-chloro-N-methylbenzamide N1=C(N=CC(=C1)C1C(C1)C=1C(=C(C(=O)NC)C=CC1)Cl)C1=NC=CC=N1